C(N(C(=O)N)C1NC(N(C1=O)CO)=O)N(C(=O)N)C1NC(N(C1=O)CO)=O N,N''-methylenebis{N-[1-(hydroxymethyl)-2,5-dioxo-4-imidazolidinyl]urea}